4-cinnamyl-3-hydroxy-5-(2-fluorophenyl)-1-(4-methoxyphenyl)-1H-pyrrol-2(5H)-one C(C=CC1=CC=CC=C1)C1=C(C(N(C1C1=C(C=CC=C1)F)C1=CC=C(C=C1)OC)=O)O